methoxy-6'-(trifluoromethyl)spiro[indan-1,3'-indolin]-2'-one CON1C(C2(C3=CC=C(C=C13)C(F)(F)F)CCC1=CC=CC=C12)=O